(1aR,5aR)-2-(2,4-Difluoro-phenyl)-1a,2,5,5a-tetrahydro-1H-2,3-diaza-cyclopropa[a]pentalene-4-carboxylic acid (6-methyl-pyridin-3-ylmethyl)-amide CC1=CC=C(C=N1)CNC(=O)C=1C=2C[C@@H]3[C@H](C2N(N1)C1=C(C=C(C=C1)F)F)C3